5-((3-(3-(((6-Chloro-1H-indol-2-yl)methyl)amino)propanamido)propyl)amino)benzo[c][2,6]naphthyridine-8-carboxamide ClC1=CC=C2C=C(NC2=C1)CNCCC(=O)NCCCNC1=NC2=C(C3=CN=CC=C13)C=CC(=C2)C(=O)N